2,2-bis(4,5-diphenyl-oxazolin-2-yl)-1,3-diphenyl-propane C1(=CC=CC=C1)C1N=C(OC1C1=CC=CC=C1)C(CC1=CC=CC=C1)(CC1=CC=CC=C1)C=1OC(C(N1)C1=CC=CC=C1)C1=CC=CC=C1